C(C)N(CC)C[C@@H]1NCCCC1 (R)-2-(diethylamino)methylpiperidine